ClC1=NC(=NC=C1CC(=O)OCC)SC ethyl [4-chloro-2-(methylthio)pyrimidin-5-yl]acetate